2-Aminophenylacetylene NC1=C(C=CC=C1)C#C